3-(((1s,4s)-4-(5-ethynyl-2-((4-(4-methylpiperazin-1-yl)phenyl)amino)-7-oxopyrido[2,3-d]pyrimidin-8(7H)-yl)cyclohexyl)amino)-3-oxopropanoic acid C(#C)C1=CC(N(C=2N=C(N=CC21)NC2=CC=C(C=C2)N2CCN(CC2)C)C2CCC(CC2)NC(CC(=O)O)=O)=O